2-hydroxy-5-[2,3,5,6-tetrafluoro-4-(trifluoromethyl)benzylamino]benzoic acid potassium [K].OC1=C(C(=O)O)C=C(C=C1)NCC1=C(C(=C(C(=C1F)F)C(F)(F)F)F)F